NC(C(=O)OCC=CCCCCCCCC)C.[Na] sodium beta-undecenyl aminopropionate